4-[[6-(hydroxymethyl)-3-pyridyl]sulfonimidoyl]benzoic Acid OCC1=CC=C(C=N1)S(=O)(=N)C1=CC=C(C(=O)O)C=C1